NC=1C2=C(N=CN1)C(=CS2)[C@H]2[C@@H]([C@@H]([C@H](O2)CNS(=O)(=O)C2=CC1=CC=CC=C1C=C2)O)O N-(((2R,3S,4R,5S)-5-(4-Aminothieno[3,2-d]pyrimidin-7-yl)-3,4-dihydroxytetrahydrofuran-2-yl)methyl)naphthalene-2-sulfonamide